5-(2-fluorophenyl)-1-methyl-7-nitro-1H-1,4-benzodiazepin-2(3H)-one FC1=C(C=CC=C1)C1=NCC(N(C2=C1C=C(C=C2)[N+](=O)[O-])C)=O